1-{4-[(5-cyclopropyl-1H-pyrazol-3-yl)amino]pyrrolo[2,1-f][1,2,4]triazin-2-yl}-N-(6-fluoro-3-pyridinyl)-2-methyl-L-prolinamide C1(CC1)C1=CC(=NN1)NC1=NC(=NN2C1=CC=C2)N2[C@@](CCC2)(C(=O)NC=2C=NC(=CC2)F)C